NC1=NC=NN2C1=C(C=C2C=2C(=C(C(=O)N[C@@H]1CN(C[C@@H]1F)C(C(C)(C)F)=O)C(=CC2)C)F)C(F)(F)F 3-[4-amino-5-(trifluoromethyl)pyrrolo[2,1-f][1,2,4]triazin-7-yl]-2-fluoro-N-[(3R,4S)-4-fluoro-1-(2-fluoro-2-methylpropanoyl)pyrrolidin-3-yl]-6-methylbenzamide